FC(C(C(=O)OCC)=C)(F)F ethyl α-(trifluoromethyl)acrylate